5-(4-(1H-pyrazol-1-yl)benzyl)-3-fluoro-2-formyl-N,N-diisopropyl-4-methylbenzamide N1(N=CC=C1)C1=CC=C(CC=2C(=C(C(=C(C(=O)N(C(C)C)C(C)C)C2)C=O)F)C)C=C1